(R)-3-hydroxy-N,N-dimethyl-4-((2-(((1-methylcyclobutyl)(3-methylpyridin-2-yl)methyl)amino)-3,4-dioxocyclobut-1-en-1-yl)amino)picolinamide OC=1C(=NC=CC1NC1=C(C(C1=O)=O)N[C@@H](C1=NC=CC=C1C)C1(CCC1)C)C(=O)N(C)C